(R) or (S)-N-(amino(1-isopropyl-1H-pyrazol-3-yl)(oxo)-λ6-sulfaneylidene)-2-(4,6-diisopropyl-1,3-dihydroisobenzofuran-5-yl)acetamide N[S@](=NC(CC=1C(=C2COCC2=CC1C(C)C)C(C)C)=O)(=O)C1=NN(C=C1)C(C)C |o1:1|